2-Benzyl-2-(dimethylamino)-4'-morpholinobutyrophenon C(C1=CC=CC=C1)C(C(=O)C1=CC=C(C=C1)N1CCOCC1)(CC)N(C)C